ClC1=CC(=C(C=C1)C1=NC(=NC2=C1N=C(N(C2=O)C)C)N2CC(OCC2)C2=NOC(=N2)C)F 8-(4-chloro-2-fluorophenyl)-2,3-dimethyl-6-(2-(5-methyl-1,2,4-oxadiazol-3-yl)morpholino)pyrimido[5,4-d]pyrimidin-4(3H)-one